FC1(NC(N([C@H]2[C@H](O)[C@H](O)[C@@H](CO)O2)C=C1)=O)N 4-fluoro-cytidine